C(\C=C(/C)\CCC=C(C)C)C(C(=O)O)C[C@@H](C(=O)O)NC(=O)C1=CC=C(NCC2=CN=C3N=C(N)NC(=O)C3=N2)C=C1 geranyl-folic acid